L-allysine Ethylene Acetal C1COC(CCC[C@H](N)C(=O)O)O1